CC1=C(C=CC=C1C)C1CCN(CC1)C(CN1N=C(C2=C1CCC2)C(=O)N2C[C@H](OCC2)CO)=O (S)-1-(4-(2,3-dimethylphenyl)piperidin-1-yl)-2-(3-(2-(hydroxymethyl)morpholine-4-carbonyl)-5,6-dihydrocyclopenta[c]pyrazol-1(4H)-yl)ethanone